OC[C@@H](C(=O)N1CC2(CC2)C[C@H]1C(=O)N[C@@H](C[C@H]1C(NCC1)=O)C(COC(F)(F)F)=O)C1=CC=CC=C1 (S)-5-((S)-3-hydroxy-2-phenylpropionyl)-N-((S)-3-oxo-1-((S)-2-oxopyrrolidin-3-yl)-4-(trifluoromethoxy)butan-2-yl)-5-azaspiro[2.4]heptane-6-carboxamide